ClC1=CC=C(C=C1)[C@H](CC1=NOC(=N1)CN1C(NC=C(C1=O)C1CC1)=O)O (S)-3-((3-(2-(4-chlorophenyl)-2-hydroxyethyl)-1,2,4-oxadiazol-5-yl)methyl)-5-cyclopropyl-pyrimidine-2,4(1H,3H)-dione